[1-(2-ethylsulfinyl-6-methyl-4-oxo-chromen-8-yl)ethylamino]-5-fluoro-benzoic acid C(C)S(=O)C=1OC2=C(C=C(C=C2C(C1)=O)C)C(C)NC1=C(C(=O)O)C=C(C=C1)F